Cl.Cl.Cl.NC(CCN(C(CCCC(=O)OC=1C=CC2=C3C=CC=4C=CCC4C3=CC=C2C1)=O)CCCCNCCC(C)(C)N)(C)C cyclopenta[a]phenanthren-3-yl 5-((3-amino-3-methylbutyl)(4-((3-amino-3-methylbutyl)amino)butyl)amino)-5-oxopentanoate trihydrochloride